5-cis-lycopene CC(=CCC/C(=C/C=C/C(=C/C=C/C(=C/C=C/C=C(\C)/C=C/C=C(\C)/C=C/C=C(/C)\CCC=C(C)C)/C)/C)/C)C